[Na+].C(=O)([O-])C(O)C(O)C(=O)[O-].[K+] Kalium tartratE Sodium